C(C)(C)(C)C1(N(CCC1)C(=O)[O-])Br tert-butyl-bromo-1-pyrrolidinecarboxylate